(2S,4R)-1-[(2S)-2-[4-[(4-cyano-1-piperidyl)methyl]triazol-1-yl]-3,3-dimethyl-butanoyl]-4-hydroxy-N-methyl-pyrrolidine-2-carboxamide C(#N)C1CCN(CC1)CC=1N=NN(C1)[C@H](C(=O)N1[C@@H](C[C@H](C1)O)C(=O)NC)C(C)(C)C